FC1=CC=C(C=C1)NC(=O)C1(CCNCC1)C N-(4-fluorophenyl)-4-methylpiperidine-4-carboxamide